BrC=1N=C(SC1)C(C)=O 1-(4-bromothiazol-2-yl)ethan-1-one